butyl-(2-(2,4,6-tri(propan-2-yl)phenyl)phenyl)phosphane C(CCC)PC1=C(C=CC=C1)C1=C(C=C(C=C1C(C)C)C(C)C)C(C)C